(S)-5-(2-cyano-4-fluorophenyl)-7-methyl-N-(1,1,1-trifluoropropan-2-yl)pyrazolo[1,5-a]Pyrimidine C(#N)C1=C(C=CC(=C1)F)C1=NC=2N(C(=C1)C)N(CC2)[C@H](C(F)(F)F)C